3-(ethoxymethyl)-3-phenethylazetidine-1-carboxylic acid tert-butyl ester C(C)(C)(C)OC(=O)N1CC(C1)(CCC1=CC=CC=C1)COCC